NC1=CC(=C(C=C1)N1CCN(CC1)[C@@H]1CC[C@H](CC1)CNC(OC(C)(C)C)=O)F trans-tert-butyl (((1r,4r)-4-(4-(4-amino-2-fluorophenyl)piperazin-1-yl)cyclohexyl)methyl)carbamate